C(=O)O.ClC=1N=NC(=C(N1)N1CC2(CN(C2)[C@@H](C(C)C)CCCN(C)C)CC1)OC1=C(C(=O)N(C(C)C)CC)C=C(C=C1)F (R)-2-((3-chloro-5-(2-(6-(dimethylamino)-2-methylhexan-3-yl)-2,6-diazaspiro[3.4]oct-6-yl)-1,2,4-triazin-6-yl)oxy)-N-ethyl-5-fluoro-N-isopropylbenzamide formate